(S)-1-(2-(3-hydroxyazetidin-1-yl)pyrimidin-5-yl)-3-(2,2,2-trifluoro-1-(5-fluoro-3-methylbenzofuran-2-yl)ethyl)urea OC1CN(C1)C1=NC=C(C=N1)NC(=O)N[C@H](C(F)(F)F)C=1OC2=C(C1C)C=C(C=C2)F